4,4''-terphenyldiamine C1(=CC=C(C=C1)N)C=1C(=CC=CC1)C1=CC=C(C=C1)N